4-(2,3,4-trichloro-6-hydroxyphenyl)piperazine-2-carboxamide ClC1=C(C(=CC(=C1Cl)Cl)O)N1CC(NCC1)C(=O)N